ClC=1C=C(C=CC1F)NC(=O)C=1N(C=C2C1CC[C@H]2NC(OCC2(CC(C2)(F)F)C(N)=O)=O)C |r| racemic-(1-carbamoyl-3,3-difluorocyclobutyl)methyl (1-((3-chloro-4-fluorophenyl)carbamoyl)-2-methyl-2,4,5,6-tetrahydrocyclopenta[c]pyrrol-4-yl)carbamate